3-bromo-N-(1-hydroxy-4-methylpent-2-yl)picolinamide BrC=1C(=NC=CC1)C(=O)NC(CO)CC(C)C